5-Cyano-2-ethyl-N-(((1s,4s)-1-hydroxy-4-(methylsulfonyl)cyclohexyl)methyl)-1-(4-(3,3,3-trifluoro-2,2-dimethylpropyl)-2-(trifluoromethoxy)phenyl)-1H-imidazole-4-carboxamide C(#N)C1=C(N=C(N1C1=C(C=C(C=C1)CC(C(F)(F)F)(C)C)OC(F)(F)F)CC)C(=O)NCC1(CCC(CC1)S(=O)(=O)C)O